dibenzocyclooctan-6-one C1=CC=CC=2CC(CCC3=C(C21)C=CC=C3)=O